3-(Tetradecyloxy)-5-(undecyloxy)benzyl 4-(4-(2-hydroxyethyl)piperazin-1-yl)butanoate OCCN1CCN(CC1)CCCC(=O)OCC1=CC(=CC(=C1)OCCCCCCCCCCC)OCCCCCCCCCCCCCC